N,N-bis(dodecyl)tolylammonium [tetrakis(perfluorophenyl) borate] FC1=C(C(=C(C(=C1F)F)F)F)[B-](C1=C(C(=C(C(=C1F)F)F)F)F)(C1=C(C(=C(C(=C1F)F)F)F)F)C1=C(C(=C(C(=C1F)F)F)F)F.C(CCCCCCCCCCC)[NH+](CCCCCCCCCCCC)C1=C(C=CC=C1)C